6-bromo-N-[5-(2,2-difluoroethoxy)-4-methoxy-pyrimidin-2-yl]-1H-indole-3-sulfonic acid amide BrC1=CC=C2C(=CNC2=C1)S(=O)(=O)NC1=NC=C(C(=N1)OC)OCC(F)F